C1NCCC2=CC(=CC=C12)CO (1,2,3,4-tetrahydroisoquinolin-6-yl)methanol